methyl 2-((3S,4S)-3-methoxy piperidIn-4-yl)acetate hydrochloride Cl.CO[C@@H]1CNCC[C@H]1CC(=O)OC